BrC1=C2C=CCCC2=CC=C1 5-Bromo-2H-naphthalene